C(C1=CC=CC=C1)(=O)OCCOCCOC(C1=CC=CC=C1)=O bisEthylene glycol dibenzoate